(3R*,4R*)-1-Cyclopropylmethyl-4-{[5-(2,4-difluoro-phenyl)-4-fluoro-isoxazole-3-carbonyl]-amino}-piperidine-3-carboxylic acid (1-pyrimidin-2-yl-cyclopropyl)-amide N1=C(N=CC=C1)C1(CC1)NC(=O)[C@@H]1CN(CC[C@H]1NC(=O)C1=NOC(=C1F)C1=C(C=C(C=C1)F)F)CC1CC1 |o1:12,17|